5-bromo-4,6-dimethyl-1H-pyrrolo[2,3-b]pyridine BrC=1C(=C2C(=NC1C)NC=C2)C